tert-butyl 5-[2,2-difluoro-6-[[4-methyl-6-(methylamino)pyrimidin-2-yl]amino]-1,3-benzodioxol-4-yl]-3,3a,6,6a-tetrahydro-1H-cyclopenta[c]pyrrole-2-carboxylate FC1(OC2=C(O1)C=C(C=C2C2=CC1C(CN(C1)C(=O)OC(C)(C)C)C2)NC2=NC(=CC(=N2)C)NC)F